2-(2-cyclopropyl-4-fluoro-6-isopropylphenyl)-N-(3-fluoro-5-(2-hydroxypropan-2-yl)thiophen-2-ylsulfonimidoyl)acetamide C1(CC1)C1=C(C(=CC(=C1)F)C(C)C)CC(=O)NS(=O)(=N)C=1SC(=CC1F)C(C)(C)O